(4-(8-(2-Bromophenethyl)-7-(cyclohexylmethyl)-2,6-dioxo-1-(prop-2-yn-1-yl)-1,2,6,7-tetrahydro-3H-purin-3-yl)butyl)phosphonic acid BrC1=C(CCC2=NC=3N(C(N(C(C3N2CC2CCCCC2)=O)CC#C)=O)CCCCP(O)(O)=O)C=CC=C1